1-((1-propenoylazetidin-3-yl)methyl)-6-(2-amino-6-fluorophenyl)-7-chloro-4-(2-isopropyl-6-methylphenyl)quinoxaline-2,3(1H,4H)-dione C(C=C)(=O)N1CC(C1)CN1C(C(N(C2=CC(=C(C=C12)Cl)C1=C(C=CC=C1F)N)C1=C(C=CC=C1C)C(C)C)=O)=O